OCC1CCN(CC1)C=1OC2=C(N1)C=C(C=C2)C(=O)OC Methyl 2-[4-(hydroxymethyl)-1-piperidyl]-1,3-benzoxazole-5-carboxylate